C(C)N(CC)CC.C(C=1C(N)=CC=CC1)(=O)O anthranilic acid-triethylamine salt